1-hexadecyl-3-(2,6-diisopropylphenyl)imidazolium C(CCCCCCCCCCCCCCC)N1C=[N+](C=C1)C1=C(C=CC=C1C(C)C)C(C)C